(R)-2-chloro-N-(1-(6,7-difluoro-4-oxo-3,4-dihydrophthalazin-1-yl)ethyl)-N-methyl-4H-thieno[3,2-b]pyrrole-5-carboxamide ClC1=CC=2NC(=CC2S1)C(=O)N(C)[C@H](C)C1=NNC(C2=CC(=C(C=C12)F)F)=O